C1(CC1)N1C=C(C(=CC1=O)C(=O)N(CCNC(OCC1=CC=CC=C1)=O)NC(OC(C)(C)C)=O)C(=O)OC(C)(C)C tert-butyl 1-cyclopropyl-4-((11,11-dimethyl-3,9-dioxo-1-phenyl-2,10-dioxa-4,7,8-triazadodecan-7-yl)carbonyl)-6-oxo-1,6-dihydropyridine-3-carboxylate